CC1=CC2=C(CCOC23CC(NCC3)C)S1 2,2'-dimethyl-spiro[6,7-dihydrothieno[3,2-c]pyran-4,4'-piperidine]